perchloric acid tetrabutylammonium salt C(CCC)[N+](CCCC)(CCCC)CCCC.Cl(=O)(=O)(=O)[O-]